C1N(CCC2=CC=CC=C12)C[C@H](CN1CCOC2=C(C1=O)C=CC(=C2)CN2CCCC2)O 4-[(2R)-3-(3,4-dihydro-1H-isoquinolin-2-yl)-2-hydroxy-propyl]-8-(pyrrolidin-1-ylmethyl)-2,3-dihydro-1,4-benzoxazepin-5-one